5-amino-3-(4-ethoxy-2-phenylquinolin-7-yl)-1H-pyrazole-4-carbonitrile NC1=C(C(=NN1)C1=CC=C2C(=CC(=NC2=C1)C1=CC=CC=C1)OCC)C#N